tert-butyl (3S,4R)-3-(4-(6-(ethoxymethoxy)-2-fluoro-3-methoxybenzoyl)benzamido)-4-(isonicotinamido)pyrrolidine-1-carboxylate C(C)OCOC1=CC=C(C(=C1C(=O)C1=CC=C(C(=O)N[C@H]2CN(C[C@H]2NC(C2=CC=NC=C2)=O)C(=O)OC(C)(C)C)C=C1)F)OC